C[C@H]1N(CCOC1)C=1C=C(C=2N(N1)C(=NC2)C2=CC(=NN2)C)C=2C=NC(=CC2)C (R)-3-methyl-4-(7-(3-methyl-1H-pyrazol-5-yl)-4-(6-methylpyridin-3-yl)imidazo[1,5-b]pyridazin-2-yl)morpholine